(3S,5R)-2-(N-methyl-N-((2,2,2-trifluoroacetyl)-L-alanyl)-L-leucyl)-6-oxo-9-phenyl-2,7,8-triazaspiro[4.5]dec-8-ene-3-carboxamide CN([C@@H](CC(C)C)C(=O)N1C[C@]2(C[C@H]1C(=O)N)C(NN=C(C2)C2=CC=CC=C2)=O)C([C@@H](NC(C(F)(F)F)=O)C)=O